[Cl-].C(CCC)[N+]1(C(=CC=C1)CCCC)CC 1,2-dibutyl-1-ethyl-pyrrolium chloride